tert-butyl 3-(((((1R,2S,5R)-2-carbamoyl-7-oxo-1,6-diazabicyclo[3.2.1]oct-6-yl) oxy) sulfonyl) oxy)-2,2-dimethylpropionate C(N)(=O)[C@H]1N2C(N([C@H](CC1)C2)OS(=O)(=O)OCC(C(=O)OC(C)(C)C)(C)C)=O